6,8-difluoro-4-oxo-4,5-dihydropyrrolo[1,2-a]quinoxaline-7-carboxylic acid methyl ester COC(=O)C=1C(=C2NC(C=3N(C2=CC1F)C=CC3)=O)F